2-Cyanoethyl 4-(4-cyano-2-methoxyphenyl)-2,8-dimethyl-5-oxo-1,4,5,6-tetrahydro-1,6-naphthyridin-3-carboxylate C(#N)C1=CC(=C(C=C1)C1C(=C(NC=2C(=CNC(C12)=O)C)C)C(=O)OCCC#N)OC